Cl.Cl.COC1=C2CCCNC2=NC(=C1)CCCCOC1CNCC1 5-methoxy-7-(4-(pyrrolidin-3-yloxy)butyl)-1,2,3,4-tetrahydro-1,8-naphthyridine dihydrochloride